CN(C=CC(=O)C=1C=C(C=CC1)N(C(C)=O)C)C N-[3-[3-(dimethylamino)-1-oxo-2-propenyl]phenyl]-N-methylacetamide